4,4-dimethyl-isoxazolidinone CC1(C(NOC1)=O)C